CC=1C=C(C=C(C1)C)B(O)O 3,5-Dimethylphenylboronic acid